N-(30-hydroxy-triacontanoyl)-sphinganine OCCCCCCCCCCCCCCCCCCCCCCCCCCCCCC(=O)N[C@@H](CO)[C@H](O)CCCCCCCCCCCCCCC